ClC=1C=C(CN2N=NC(=C2)C2=C(N=C3N2C=CC=C3)C3=CC=C(C=C3)F)C=CC1Cl 3-(1-(3,4-Dichlorobenzyl)-1H-1,2,3-triazol-4-yl)-2-(4-fluorophenyl)imidazo[1,2-a]pyridin